trifluoromethoxyphenyl-acetamide FC(OC(C(=O)N)C1=CC=CC=C1)(F)F